(4-(4-(6-methyl-7-(4-(piperazin-1-yl)phenyl)imidazo[1,2-b]pyridazin-3-yl)quinolin-7-yl)pyridin-2-yl)methanol CC=1C(=CC=2N(N1)C(=CN2)C2=CC=NC1=CC(=CC=C21)C2=CC(=NC=C2)CO)C2=CC=C(C=C2)N2CCNCC2